CC1CC2(N(C(C1)C2)C(NC2=NC=C(C(=C2)C2=NN(C=N2)C)C(F)(F)F)=O)C(=O)O 3-methyl-6-[[4-(1-methyl-1,2,4-triazol-3-yl)-5-(trifluoromethyl)-2-pyridyl]carbamoyl]-6-azabicyclo[3.1.1]heptane-1-carboxylic acid